5-methyl-N-(prop-2-en-1-yloxy)-1,2,3,6-tetrahydropyridin-3-amine CC1=CC(CNC1)NOCC=C